tert-butyl (2-((S,E)-5-((tert-butoxycarbonyl)amino)hex-1-en-1-yl)pyridin-4-yl)(1-(tert-butyl)-3-((1S,3R)-3-((tert-butyldimethylsilyl)oxy)cyclopentyl)-1H-pyrazol-5-yl)carbamate C(C)(C)(C)OC(=O)N[C@H](CC/C=C/C1=NC=CC(=C1)N(C(OC(C)(C)C)=O)C1=CC(=NN1C(C)(C)C)[C@@H]1C[C@@H](CC1)O[Si](C)(C)C(C)(C)C)C